2-[(2R,5S)-2,5-dimethylpiperazin-1-yl]pyrimidine-5-carbonitrile C[C@H]1N(C[C@@H](NC1)C)C1=NC=C(C=N1)C#N